C1(CC1)C1=NN2C(N(C(=C(C2=O)N2CCN(CC2)C(=O)C2=NC=NC(=C2O)C)CC)CC(=O)N)=N1 2-(2-cyclopropyl-5-ethyl-6-{4-[(5-hydroxy-6-methylpyrimidin-4-yl)carbonyl]piperazin-1-yl}-7-oxo-[1,2,4]triazolo[1,5-a]pyrimidin-4-yl)acetamide